ClC1=CC=C(S1)NC(=O)C1CC12CCC(CC2)C2=CC=NC1=CC=C(C=C21)F N-(5-chlorothien-2-yl)-6-(6-fluoroquinolin-4-yl)spiro[2.5]octane-1-carboxamide